1-cyclohexyl-5,5-difluoro-3-(trifluoromethyl)-1,5,6,7-tetrahydro-4H-indole C1(CCCCC1)N1C=C(C=2CC(CCC12)(F)F)C(F)(F)F